C1(CCC1)OC1=C(C=C(C=C1)C(F)(F)F)NS(=O)(=O)C=1C=C(C(=O)O)C=CC1CC 3-(N-(2-cyclobutoxy-5-(trifluoromethyl)phenyl)sulfamoyl)-4-ethylbenzoic acid